N[C@H]1CS(C2=C(N(C1=O)CC1=CC=C(C=C1)Cl)C=C(C(=C2)F)C2=NOC(=N2)C(C(F)(F)F)(OC)F)(=O)=N (3R)-3-amino-5-[(4-chlorophenyl)methyl]-8-fluoro-1-imino-1-oxo-7-[5-(1,2,2,2-tetrafluoro-1-methoxy-ethyl)-1,2,4-oxadiazol-3-yl]-2,3-dihydro-1lambda6,5-benzothiazepin-4-one